BrC1=CC(=CNC1=O)C(=O)O 5-bromo-6-oxo-1H-pyridine-3-carboxylic acid